OB1OCC2=C1C=CC(=C2)C=2CCC(N(N2)C=2C1=C(N=CN2)C(=CS1)C)C 4-[6-(1-hydroxy-3H-2,1-benzoxaborole-5-yl)-3-methyl-4,5-dihydro-3H-pyridazin-2-yl]-7-methyl-thieno[3,2-d]pyrimidine